(R)-2-(3-(2,5-dichloropyrimidin-4-yl)-5-oxo-5,7-dihydro-6H-pyrrolo[3,4-b]pyridin-6-yl)-N-((S)-2-hydroxy-1-(3-methoxyphenyl)ethyl)propanamide ClC1=NC=C(C(=N1)C=1C=C2C(=NC1)CN(C2=O)[C@@H](C(=O)N[C@H](CO)C2=CC(=CC=C2)OC)C)Cl